C(C1=CC=CC=C1)OC=1C(C(=CN2C1C(N1C(C=CC(C2C1)=O)C)=O)C(=O)NCC1=C(C=C(C=C1)F)F)=O 12-(benzyloxy)-N-(2,4-difluorobenzyl)-3-methyl-1,6,11-trioxo-1,6,7,11-tetrahydro-3H-2,7-methanopyrido[1,2-a][1,4]diazonine-10-carboxamide